N1=NN(C2=NC=CC=C21)OC2=NC(=CC(=N2)NC2CCN(CC2)C(C)=O)C(=O)N2C[C@H]([C@@H](CC2)N2CC1=CC=CC=C1CC2)O 1-(4-((2-((3H-[1,2,3]triazolo[4,5-b]pyridin-3-yl)oxy)-6-(trans-4-(3,4-dihydroisoquinolin-2(1H)-yl)-3-hydroxypiperidin-1-carbonyl)pyrimidin-4-yl)amino)piperidin-1-yl)ethan-1-one